ClC1=NC=C2C(=N1)N(N=C2)C[C@H]2N([C@@H]1C[C@@H]1C2)C(C)=O 1-[(1R,3S,5R)-3-[(6-chloropyrazolo[3,4-d]pyrimidin-1-yl)methyl]-2-azabicyclo[3.1.0]hexan-2-yl]ethanone